(8S,10S)-8-acetyl-10-([(2R,4S,5S,6S)-4-amino-5-hydroxy-6-methyloxan-2-yl]oxy)-6,8,11-trihydroxy-1-methoxy-5,7,8,9,10,12-hexahydrotetracene-5,12-dione C(C)(=O)[C@@]1(CC=2C(=C3C(C=4C=CC=C(C4C(C3=C(C2[C@H](C1)O[C@@H]1O[C@H]([C@H]([C@H](C1)N)O)C)O)=O)OC)=O)O)O